6-bromo-2,4-dichloro-7-fluoroquinazoline BrC=1C=C2C(=NC(=NC2=CC1F)Cl)Cl